5-fluoro-2-methylpyridine-3-sulfonyl chloride FC=1C=C(C(=NC1)C)S(=O)(=O)Cl